FC1=CN=C(C(=C1C=O)C)OCCN(C)CCCF 5-fluoro-2-(2-((3-fluoropropyl)(methyl)amino)ethoxy)-3-methylisonicotinaldehyde